COC1=CC=C(/C=C/C(=O)O)C=C1 trans-4-methoxycinnamic acid